7-(hydroxymethyl)benzo[c]isoxazole-3-carboxylic acid OCC1=CC=CC=2C1=NOC2C(=O)O